N-(4-(N-tert-butylsulfamoyl)phenyl)-1-(4-fluorobenzoyl)-2,3-dihydro-1H-pyrrolo[2,3-c]pyridine-2-carboxamide C(C)(C)(C)NS(=O)(=O)C1=CC=C(C=C1)NC(=O)C1CC=2C(=CN=CC2)N1C(C1=CC=C(C=C1)F)=O